2,2-dimethoxy-8-(4-methylpiperazino)methyl-1,6-dioxa-2-silaoctane CO[Si](O)(CCCOCCCN1CCN(CC1)C)OC